C(C)(C)(C)NC(CN(C)C=1C2=C(N=C(N1)Cl)C(CC2)O)=O N-(tert-butyl)-2-((2-chloro-7-hydroxy-6,7-dihydro-5H-cyclopenta[d]pyrimidin-4-yl)(methyl)amino)acetamide